(S)-3-cyclopropyl-N-(8-(3-hydroxy-3-methylbut-1-yn-1-yl)-5-methyl-4-oxo-2,3,4,5-Tetrahydrobenzo[b][1,4]oxazepine-3-yl)imidazo[2,1-b]thiazole-6-carboxamide C1(CC1)C=1N2C(SC1)=NC(=C2)C(=O)N[C@@H]2C(N(C1=C(OC2)C=C(C=C1)C#CC(C)(C)O)C)=O